C(C)[P+](COC)(CC)CC triethyl(methoxymethyl)-phosphonium